6-Chloro-4,5-diaminopyrimidine ClC1=C(C(=NC=N1)N)N